BrC=1C=NC=C(C1)OC1=C(C(=C(C=C1)C)Cl)C 3-bromo-5-(3-chloro-2,4-dimethyl-phenoxy)pyridine